CN(C(=O)C1=CC=C(C=C1)C1=CC=C(C=C1)C=1N=NNC1C(=O)O)C 4-(4'-(dimethylcarbamoyl)-[1,1'-biphenyl]-4-yl)-1H-1,2,3-triazole-5-carboxylic acid